CN1N=C(C2=CC=C(C=C12)C1CCNCC1)C1C(NC(CC1)=O)=O 3-(1-methyl-6-(piperidin-4-yl)-1H-indazol-3-yl)piperidine-2,6-dione